BrC1=CC=C(OCCCSCC2=CNC(O2)=O)C=C1 5-[(4-bromophenoxypropylthio)methyl]oxazol-2(3H)-one